BrC=1C=C(C=CC1O)CC(C(=O)NCC(=O)O)=NO 3-(3-bromo-4-hydroxyphenyl)-2-hydroxyiminopropionyl-glycine